CNC1=C(C=CC=C1)C1=C(C=CC=C1)[Pd+] (2'-methylamino-1,1'-biphenyl-2-yl)-palladium(II)